(2S)-2-amino-2-(2-methoxypyridin-4-yl)ethanol HCl Cl.N[C@H](CO)C1=CC(=NC=C1)OC